C(C)(C)(C)OC(=O)N1CC(C1)NC1=NC=C(C(=N1)C(C)(C#N)C1=C(C(=CC=C1)Cl)F)C(=O)OCC ethyl 2-{[1-(tert-butoxycarbonyl)azetidin-3-yl]amino}-4-[1-(3-chloro-2-fluorophenyl)-1-cyanoethyl]pyrimidine-5-carboxylate